N-(3-fluoro-4-(1-methyl-6-(1H-pyrazol-4-yl)-1H-indazol-5-yloxy)phenyl)-1-(4-fluorophenyl)-6-hydroxy-2-oxo-1,2-dihydropyridine-3-carboxamide FC=1C=C(C=CC1OC=1C=C2C=NN(C2=CC1C=1C=NNC1)C)NC(=O)C=1C(N(C(=CC1)O)C1=CC=C(C=C1)F)=O